9-(1-(but-2-ynoyl)pyrrolidin-3-yl)-7,9-dihydro-8H-purin-8-one C(C#CC)(=O)N1CC(CC1)N1C2=NC=NC=C2NC1=O